FC(COC(=O)Cl)F 2,2-difluoroethyloxycarbonyl chloride